C(CCCC)N(C(SCSC(N(CCCCC)CCCCC)=S)=S)CCCCC methylene bis(dipentyldithiocarbamate)